COC=1C=C(C=C2C(=NC=NC12)NCC=1N=NC(=CC1)C)C1=NC=C(C=C1)OC 8-methoxy-6-(5-methoxypyridin-2-yl)-N-((6-methylpyridazin-3-yl)methyl)quinazolin-4-amine